4-(difluoromethyl)-1,2,5-oxadiazole-3-carboxylic acid ethyl ester C(C)OC(=O)C1=NON=C1C(F)F